N-[(1S)-1-(dicyclopropylmethyl)-2-[[5-(3,5-dimethyl-1H-pyrazol-4-yl)-6-fluoro-2-pyridyl]amino]-2-oxo-ethyl]-3-isopropyl-isoxazole-4-carboxamide C1(CC1)C([C@@H](C(=O)NC1=NC(=C(C=C1)C=1C(=NNC1C)C)F)NC(=O)C=1C(=NOC1)C(C)C)C1CC1